bis(cyclopentadienyl)bis[2,6-difluoro-3-(N-(4-methylphenylmethyl)-(2-chlorobenzoyl)amino)phenyl]titanium C1(C=CC=C1)[Ti](C1=C(C(=CC=C1F)N(CC1=CC=C(C=C1)C)C(C1=C(C=CC=C1)Cl)=O)F)(C1=C(C(=CC=C1F)N(CC1=CC=C(C=C1)C)C(C1=C(C=CC=C1)Cl)=O)F)C1C=CC=C1